S(=O)([O-])[O-].[K+].[K+] potassium sulfite